2-[3-(Dibenzylamino)-2-fluoro-1-methyl-propoxy]ethanol C(C1=CC=CC=C1)N(CC(C(OCCO)C)F)CC1=CC=CC=C1